ethanamide pentakis(trifluoroacetate) FC(C(=O)O)(F)F.FC(C(=O)O)(F)F.FC(C(=O)O)(F)F.FC(C(=O)O)(F)F.FC(C(=O)O)(F)F.C(C)(=O)N